FC1=CC(=C(C=C1)C=1C2=C(C(=NC1C=1C=NN(C1)C1CN(C1)C(C=C)=O)C=1C=C3CCNCC3=CC1)C=CS2)OC 1-[3-[4-[7-(4-fluoro-2-methoxy-phenyl)-4-(1,2,3,4-tetrahydroisoquinolin-6-yl)thieno[3,2-c]pyridin-6-yl]pyrazol-1-yl]azetidin-1-yl]prop-2-en-1-one